CC1=C(N=CS1)C1=C(C(C2=CC(=CC=C12)OCCOC1=CC=CC=C1)=O)C=1SC=CC1 (5-methylthiazol-4-yl)-6-(2-phenoxyethoxy)-2-(thiophen-2-yl)-1H-inden-1-one